7-{3-[(4,6-dimethylpyrimidin-2-yl)carbamoyl]azetidin-1-yl}-6-fluoro-4-oxo-1-(1,3-thiazol-2-yl)-1,4-dihydro-1,8-naphthyridine-3-carboxylic acid CC1=NC(=NC(=C1)C)NC(=O)C1CN(C1)C1=C(C=C2C(C(=CN(C2=N1)C=1SC=CN1)C(=O)O)=O)F